N-(5-Bromoquinolin-8-yl)benzamide BrC1=C2C=CC=NC2=C(C=C1)NC(C1=CC=CC=C1)=O